ClC=1C(N(C(=CC1OC([2H])([2H])C1=NC=C(C=C1F)F)C)C1=CC(=NC=C1C)N1N=C(C(=C1)C)C(C)(C)O)=O (R)-3-chloro-4-((3,5-difluoropyridin-2-yl)methoxy-d2)-2'-(3-(2-hydroxypropan-2-yl)-4-methyl-1H-pyrazol-1-yl)-5',6-dimethyl-2H-[1,4'-bipyridin]-2-one